C(CCCCC)C1C(C1C=1C(CCC1C)=O)(C)C 2-(3-Hexyl-2,2-dimethylcyclopropyl)-3-methylcyclopent-2-en-1-one